bicyclo[1.2.1]hexane C12CC(CC1)C2